2,2-difluoro-2-(o-tolyloxy)acetic acid FC(C(=O)O)(OC1=C(C=CC=C1)C)F